ClC=1C=C(C=CC1F)NC(N(C=1C=NC(=CC1)OC)CC1=NNC=2CCC(CC12)CO)=O (3-Chloro-4-fluorophenyl)-1-((5-(hydroxymethyl)-4,5,6,7-tetrahydro-1H-indazol-3-yl)methyl)-1-(6-methoxypyridin-3-yl)urea